methyl 5-(2-((3S)-7-(6-amino-3-chloro-2-fluorophenyl)-5-oxo-1,2,3,5,8,8a-hexahydroindolizin-3-yl)-1H-imidazol-5-yl)-6-chloropicolinate NC1=CC=C(C(=C1C1=CC(N2[C@@H](CCC2C1)C=1NC(=CN1)C=1C=CC(=NC1Cl)C(=O)OC)=O)F)Cl